lithium difluoro (fluoro) phosphate P(=O)(OF)(OF)OF.[Li]